3-[3-[(E)-3-(4-Chlorophenyl)-3-oxoprop-1-enyl]phenoxy]propanoic acid ClC1=CC=C(C=C1)C(/C=C/C=1C=C(OCCC(=O)O)C=CC1)=O